3-(3-trifluoromethylphenyl)thiourea FC(C=1C=C(C=CC1)NC(N)=S)(F)F